4-[(1,3-dimethyl-2-oxo-benzimidazol-5-yl)amino]pyridine-2-carboxamide CN1C(N(C2=C1C=CC(=C2)NC2=CC(=NC=C2)C(=O)N)C)=O